Spiro[3.3]heptane-2-methanol C1C(CC12CCC2)CO